cis-8-dimethylamino-3-[2-(4-fluorophenyl)-pyrimidin-5-yl]-8-phenyl-1,3-diazaspiro[4.5]decan-2-one CN(C1(CCC2(CN(C(N2)=O)C=2C=NC(=NC2)C2=CC=C(C=C2)F)CC1)C1=CC=CC=C1)C